2-cyclopentyl-4-(((1r,2S)-2-hydroxycyclohexyl)oxy)-N-((S,E)-4-(methylsulfonyl)but-3-en-2-yl)pyrimidine-5-carboxamide C1(CCCC1)C1=NC=C(C(=N1)O[C@H]1[C@H](CCCC1)O)C(=O)N[C@@H](C)\C=C\S(=O)(=O)C